CC1=C(C=CC(=C1)C)NC(=O)N1CC2C(C1)CC(C2)C2=CC=CC=C2 N-(2,4-dimethylphenyl)-5-phenyl-octahydrocyclopenta[c]pyrrole-2-carboxamide